CC1=C(C=CC(=C1)C1=NC2=CC=C(C=C2C=N1)C(F)(F)F)N1CCOC2=C(C1=O)N(N=C2)CC2=NN=NN2 7-[2-methyl-4-[6-(trifluoromethyl)quinazolin-2-yl]phenyl]-1-[(1H-1,2,3,4-tetrazol-5-yl)methyl]-1H,5H,6H,7H,8H-pyrazolo[3,4][1,4]oxazepin-8-one